Pentafluoro-(2-((2-methylallyl)-oxy)-2-phenylpropyl)-λ6-sulfan FS(CC(C)(C1=CC=CC=C1)OCC(=C)C)(F)(F)(F)F